C(C)(C)(C)OC(=O)\N=C(\N1N=CC=C1)/N(C(OC(C)(C)C)=O)CC1=CC=C(C=C1)OC tert-butyl (E)-(((tert-butoxycarbonyl)imino)(1H-pyrazol-1-yl)methyl)(4-methoxybenzyl)carbamate